FC=1C(=C2C=CN=CC2=C(C1)CO)CN[C@@H]1C[C@H](C1)OC1=CC(=C(C=C1)F)C(F)(F)F trans-(6-fluoro-5-(((3-(4-fluoro-3-(trifluoromethyl)phenoxy)cyclobutyl)amino)methyl)isoquinolin-8-yl)methanol